C(C)OC(C1=CC(C(=O)OCC)=C(C=C1)B1OC(C(O1)(C)C)(C)C)=O.C1(=CC=CC=C1)P(C1=CC=CC=C1)C1=CC=CC=C1.C1(=CC=CC=C1)P(C1=CC=CC=C1)C1=CC=CC=C1.C1(=CC=CC=C1)P(C1=CC=CC=C1)C1=CC=CC=C1.C1(=CC=CC=C1)P(C1=CC=CC=C1)C1=CC=CC=C1.[Pd] palladium tetrakis-triphenylphosphine diethyl-4-(4,4,5,5-tetramethyl-1,3,2-dioxaborolan-2-yl)isophthalate